COC(=O)C1=C(N(C(C(=C1)Cl)=C=O)C)NC(C)(C)C 2-(tert-butylamino)-5-chloro-1-methyl-6-carbonyl-1,6-dihydropyridine-3-carboxylic acid methyl ester